C(C)(C)(C)[Si](C)(C)OCC=1C=NC(=C(C1)F)C=1N(C=C(N1)C(F)(F)F)C1CC1 tert-butyl-[[6-[1-cyclopropyl-4-(trifluoromethyl)imidazol-2-yl]-5-fluoro-3-pyridyl]methoxy]-dimethyl-silane